2-(6-(2-(Aminomethyl)-4-fluorotetrahydrofuran-2-yl)-3-fluoro-2-(4-fluorophenyl)pyridin-4-yl)-propan-2-ol NCC1(OCC(C1)F)C1=CC(=C(C(=N1)C1=CC=C(C=C1)F)F)C(C)(C)O